C(C)(C)(C)OC(C1=CC(=C(C=C1)NC([C@H](C1=CC=CC=C1)N)=O)Cl)=O (S)-4-(2-amino-2-phenylacetamido)-3-chlorobenzoic acid tert-butyl ester